OC[C@@H]1N(CCOC1)C(=O)OC(C)(C)C tert-butyl (3S)-3-(hydroxymethyl)morpholine-4-carboxylate